O=C1CC(C1)CNC(OC(C)(C)C)=O tert-butyl ((3-oxocyclobutyl)methyl)carbamate